C(C)(C)C1=CC=C(N(C)C2=CC=C(C=N2)C2CN(C2)C(=O)N2C[C@H](CC2)C2=CN=NN2)C=C1 [3-[6-(4-isopropyl-N-methyl-anilino)-3-pyridinyl]azetidin-1-yl]-[(3S)-3-(1H-triazol-5-yl)pyrrolidin-1-yl]methanone